BrC=1C=CC(=NC1)C(=C)C(F)(F)F 5-bromo-2-[1-(trifluoromethyl)vinyl]pyridine